((1R,2R)-2-(pyridin-2-yldisulfanyl) cyclopentyl) carbonate 4-nitrophenyl-carbonate [N+](=O)([O-])C1=CC=C(C=C1)OC(O)=O.C(O[C@H]1[C@@H](CCC1)SSC1=NC=CC=C1)(O)=O